N-(3-(2-(isothiazol-4-ylamino)-8,9-dihydroimidazo[1',2':1,6]pyrido[2,3-d]pyrimidin-6-yl)-4-methylphenyl)-4-(trifluoromethyl)picolinamide S1N=CC(=C1)NC=1N=CC2=C(N1)N1C(C(=C2)C=2C=C(C=CC2C)NC(C2=NC=CC(=C2)C(F)(F)F)=O)=NCC1